N-(2,4-dimethylphenyl)-3-methyl-2-(2,2,2-trifluoroacetamido)butanamide CC1=C(C=CC(=C1)C)NC(C(C(C)C)NC(C(F)(F)F)=O)=O